6-{3-[methoxy(methyl)carbamoyl]-4-nitro-1H-pyrazol-1-yl}-2-azaspiro[3.3]heptane-2-carboxylic acid tert-butyl ester C(C)(C)(C)OC(=O)N1CC2(C1)CC(C2)N2N=C(C(=C2)[N+](=O)[O-])C(N(C)OC)=O